C(C=C)N1N(C2N(C(C1)=O)[C@H](C(N([C@H]2C)CC=2C=CC=C1C=CC=NC21)=O)CC2=CC=C(C=C2)O)C(=O)NCC2=CC=CC=C2 (6S,9S)-2-allyl-N-benzyl-6-(4-hydroxybenzyl)-9-methyl-4,7-dioxo-8-(quinolin-8-ylmethyl)octahydro-1H-pyrazino[2,1-c][1,2,4]triazine-1-carboxamide